2,3-dimethyl-6-(4-{[(3R)-1-methylpiperidin-3-yl]amino}phthalazin-1-yl)phenol CC1=C(C(=CC=C1C)C1=NN=C(C2=CC=CC=C12)N[C@H]1CN(CCC1)C)O